((bis(pyridin-2-ylmethyl)amino)methyl)-N-methyl-N-((2S,3R,4R,5R)-2,3,4,5,6-pentahydroxyhexyl)benzamide N1=C(C=CC=C1)CN(CC1=NC=CC=C1)CC1=C(C(=O)N(C[C@@H]([C@H]([C@@H]([C@@H](CO)O)O)O)O)C)C=CC=C1